COC1=C(C=CC(=C1)OC)CN1CC(CC1=O)C#CC=1C=CC=C2C=CN(CC12)C1=CC=CC=C1 8-(2-(1-((2,4-dimethoxyphenyl)methyl)-5-oxopyrrolidin-3-yl)ethynyl)-2-phenylisoquinoline